(S)-1-(3-((5-chloro-4-(3-cyclohexylphenyl)pyrimidin-2-yl)amino)piperidin-1-yl)ethan-1-one ClC=1C(=NC(=NC1)N[C@@H]1CN(CCC1)C(C)=O)C1=CC(=CC=C1)C1CCCCC1